2-(4,5-Dichloro-6-oxopyridazin-1(6H)-yl)-N-(4-methyl-3-(methylsulfonamido)phenyl)acetamide ClC=1C=NN(C(C1Cl)=O)CC(=O)NC1=CC(=C(C=C1)C)NS(=O)(=O)C